2-chloro-3-fluoropyridine-4-carboxylic acid ClC1=NC=CC(=C1F)C(=O)O